C(C)(C)(C)OC(=O)N1C[C@@H](N(CC1)C=1C2=C(N(C(N1)=O)C=1C(=NC=CC1C)C(C)C)N=C(C(=C2)Cl)Cl)C (S)-4-(6,7-dichloro-1-(2-isopropyl-4-methylpyridin-3-yl)-2-oxo-1,2-dihydropyrido[2,3-d]pyrimidin-4-yl)-3-methylpiperazine-1-carboxylic acid tert-butyl ester